ClC1=CC=C(CNC(=O)C=2C(=NN(C2)C=2SC=CN2)C(F)(F)F)C=C1 N-(4-chlorobenzyl)-1-(thiazol-2-yl)-3-(trifluoromethyl)-1H-pyrazole-4-carboxamide